5-[3-(ethoxycarbonyl)azetidin-1-yl]pyridine-2-carboxylic acid C(C)OC(=O)C1CN(C1)C=1C=CC(=NC1)C(=O)O